(Z)-11-hexadecenoic acid ethyl ester C(C)OC(CCCCCCCCC\C=C/CCCC)=O